(1S,2R)-2-((S)-5-Bromo-8-(imidazo[1,2-a]pyridin-7-ylmethoxy)-1-((1-oxoisoindolin-2-yl)methyl)-1,2,3,4-tetrahydroisochinolin-2-carbonyl)cyclohexan BrC1=C2CCN([C@@H](C2=C(C=C1)OCC1=CC=2N(C=C1)C=CN2)CN2C(C1=CC=CC=C1C2)=O)C(=O)C2CCCCC2